(E)-4-((2-(4-((E)-1-(1H-indazol-5-yl)-2-phenylbut-1-en-1-yl)phenoxy)ethyl)amino)-N,N-dimethylbut-2-enamide N1N=CC2=CC(=CC=C12)\C(=C(/CC)\C1=CC=CC=C1)\C1=CC=C(OCCNC/C=C/C(=O)N(C)C)C=C1